Potassium 2-ethylhexylphosphate C(C)C(COP(=O)([O-])[O-])CCCC.[K+].[K+]